N[C@H]1C2N(CC1CC2)C(=O)C=2C=C(C=1N(C2)N=C(C1C)C1=CC=2C(=NC(=CC2)C2=CC=C(C=C2)OC(F)F)N1CC1CC1)F ((7R)-7-amino-2-azabicyclo[2.2.1]hept-2-yl)(2-(1-(cyclopropylmethyl)-6-(4-(difluoromethoxy)phenyl)-1H-pyrrolo[2,3-b]pyridin-2-yl)-4-fluoro-3-methylpyrazolo[1,5-a]pyridin-6-yl)methanone